C(C=C)(=O)OCCCCCOC1=CC=C(C=C1)C1=CC=C(C=C1)C#N 5-(4-Cyano-biphenyl-4'-yloxy)pentyl acrylate